C(C)C1=CC=C(C=C1)C1=CC=C(C=C1)[C@@H]1CC[C@H](CC1)CCC trans-4-ethyl-4'-(4-propylcyclohexyl)-1,1'-biphenyl